(1H-1,2,3-triazol-5-yl)methylamine hydrochloride Cl.N1N=NC=C1CN